BrC1=C(N=C2N(C1=O)C=CC=C2C2=CC=C(C=C2)C(=O)N2CCCC2)C(F)(F)F 3-bromo-9-(4-(pyrrolidin-1-ylcarbonyl)phenyl)-2-(trifluoromethyl)-4H-pyrido[1,2-a]pyrimidin-4-one